4-aminomethyloctane-1,8-diamine NCC(CCCN)CCCCN